4-bromo-5-methoxy-2-(7-morpholino-2-(pyridin-4-yl)pyrazolo[1,5-a]pyrimidin-5-yl)pyridazin-3(2H)-one BrC=1C(N(N=CC1OC)C1=NC=2N(C(=C1)N1CCOCC1)N=C(C2)C2=CC=NC=C2)=O